(2r,3r)-3-(2,4-dimethylphenyl)butan-2-ol CC1=C(C=CC(=C1)C)[C@H]([C@@H](C)O)C